1-methyl-4-(piperidin-3-yl)piperazine CN1CCN(CC1)C1CNCCC1